7-(4-amino-3-methylsulfanyl-phenoxy)-1,3-dihydroimidazo[4,5-b]pyridin-2-one hydrochloride Cl.NC1=C(C=C(OC2=C3C(=NC=C2)NC(N3)=O)C=C1)SC